ClC1=CC=C(C=C1)C(CCC(=O)O)=O 4-(4-chlorophenyl)-4-oxobutyric acid